(R)-(1-amino-8-methyl-3-(3-methyl-1,2,4-thiadiazol-5-yl)-5,6-dihydroimidazo[1,5-a]pyrazin-7(8H)-yl)(4-fluorophenyl)methanone NC=1N=C(N2C1[C@H](N(CC2)C(=O)C2=CC=C(C=C2)F)C)C2=NC(=NS2)C